(1S,2S,4R)-dispiro[bicyclo[2.2.1]heptane-2,3'-[1,2,4]trioxolane-5',1''-cyclohexan]-3''-ol C12(CC(CCC1)O)O[C@@]1(OO2)[C@H]2CC[C@@H](C1)C2